tert-butyl 4-[4-[[5-[4-[1-(2-tert-butoxy-2-oxo-ethyl)-3-methyl-pyrazol-4-yl]phenyl]-1-methyl-imidazole-2-carbonyl]amino]-2-chloro-benzoyl]piperazine-1-carboxylate C(C)(C)(C)OC(CN1N=C(C(=C1)C1=CC=C(C=C1)C1=CN=C(N1C)C(=O)NC1=CC(=C(C(=O)N2CCN(CC2)C(=O)OC(C)(C)C)C=C1)Cl)C)=O